IC=1C=CC2=CN(N=C2C1)C1=C2C(=NC=C1)NC=C2 6-iodo-2-(1H-pyrrolo[2,3-b]pyridin-4-yl)-2H-indazole